C(CCCCCCCC(=O)OCCOCCCCCC)(=O)OCCOCCCCCC di(2-hexyloxyethyl) azelate